FC=1C=C(C=C(C1OC1=CC=NC2=CC(=C(C=C12)OC)OCCNC)F)C1=NC=CC(=C1C(=O)N)OCC(C)(C)O (3,5-difluoro-4-((6-methoxy-7-(2-(methylamino)ethoxy)quinolin-4-yl)oxy)phenyl)-4-(2-hydroxy-2-methylpropoxy)pyridine-3-carboxamide